C(#N)C1=CC=C(C=C1)C=1N=C2C(=NC1)N=C(S2)C2=NC(=CC(=C2C(=O)N)C2=C(C=NC=C2)OC)C (6-(4-cyanophenyl)thiazolo[4,5-b]pyrazin-2-yl)-3'-methoxy-6-methyl-[4,4'-bipyridine]-3-carboxamide